1-(4-(2,3-dimethylphenyl)piperazin-1-yl)-2-(3-((3S,4S)-3-fluoro-4-hydroxypiperidine-1-carbonyl)-5-hydroxy-5,6-dihydrocyclopenta[c]pyrazol-1(4H)-yl)ethanone CC1=C(C=CC=C1C)N1CCN(CC1)C(CN1N=C(C2=C1CC(C2)O)C(=O)N2C[C@@H]([C@H](CC2)O)F)=O